N-((4-fluoro-6-hydroxy-1H-indol-2-yl)methyl)-1-methylcyclopropane-1-carboxamide FC1=C2C=C(NC2=CC(=C1)O)CNC(=O)C1(CC1)C